6'-chloro-2'-oxo-1'-(1-propyl-1H-pyrazol-4-yl)-1,3-dihydro-spiro[indene-2,3'-indoline]-5-carboxamide ClC1=CC=C2C3(C(N(C2=C1)C=1C=NN(C1)CCC)=O)CC1=CC=C(C=C1C3)C(=O)N